[Sn].[In].[Ga] Gallium-indium-tin